6-(4-Ethyl-3-(hydroxymethyl)-5-oxo-4,5-dihydro-1H-1,2,4-triazol-1-yl)-7-Fluoro-4-isopropyl-2-(o-tolyl)isoquinolin-1(2H)-one C(C)N1C(=NN(C1=O)C=1C=C2C(=CN(C(C2=CC1F)=O)C1=C(C=CC=C1)C)C(C)C)CO